magnesium n-butoxide [O-]CCCC.[Mg+2].[O-]CCCC